CCOCCCNCCNCCNCCCOCCOCCNCC#CCNCCOCCOCCC(=O)O 3,17,20,31,34-pentaoxa-7,10,13,23,28-pentaazaheptatriacont-25-yn-37-oic acid